ClC=1C=C(C=C(C1)Cl)C1(CC(=NO1)N1CC=2N=C(N=CC2C1)S(=O)(=O)C)C(F)(F)F 5-(3,5-dichlorophenyl)-3-(2-(methylsulfonyl)-5,7-dihydro-6H-pyrrolo[3,4-d]pyrimidin-6-yl)-5-(trifluoromethyl)-4,5-dihydroisoxazole